C(C)OC(C[C@@H](C=1C=C(C=C(C1F)C(F)(F)F)C1=C(C=CC=C1C)C)NC(=O)[C@H](CC(C)C)NC(=O)[C@@H]1N(CCC1)C(=O)OC(C)(C)C)=O tert-butyl (2R)-2-{[(1S)-1-{[(1S)-3-ethoxy-1-[4-fluoro-2',6'-dimethyl-5-(trifluoromethyl)-[1,1'-biphenyl]-3-yl]-3-oxopropyl]carbamoyl}-3-methylbutyl]carbamoyl}pyrrolidine-1-carboxylate